3-isopropyl-2-(2-methoxypyridin-4-yl)-5-(1-((2-methyl-1H-imidazol-4-yl)methyl)piperidin-4-yl)-1H-indole C(C)(C)C1=C(NC2=CC=C(C=C12)C1CCN(CC1)CC=1N=C(NC1)C)C1=CC(=NC=C1)OC